1-(tert-butyl)-5-((fluoromethyl)sulfonyl)-1H-tetrazole C(C)(C)(C)N1N=NN=C1S(=O)(=O)CF